4-methyl-2-(trifluoromethyl)pyrimidine CC1=NC(=NC=C1)C(F)(F)F